CC=1C=C2C=NNC2=C(C1)S(=O)(=O)N1[C@@H](CC1)C(=O)N[C@@H]1COCCC1 (S)-1-((5-methyl-1H-indazol-7-yl)sulfonyl)-N-((S)-tetrahydro-2H-pyran-3-yl)azetidine-2-carboxamide